4-iodo-2-(6-azaspiro[2.5]octan-6-yl)-N-(4,5,6,7-tetrahydropyrazolo[1,5-a]pyrazin-3-yl)benzamide IC1=CC(=C(C(=O)NC=2C=NN3C2CNCC3)C=C1)N1CCC3(CC3)CC1